1-isopropyl-4-(3-nitropyridin-4-yl)piperazine tert-butyl-N-[(1S)-2-[[5,6-dichloro-4-(2,6-difluorobenzoyl)-3-pyridyl]amino]-1-methyl-2-oxo-ethyl]carbamate C(C)(C)(C)OC(N[C@H](C(=O)NC=1C=NC(=C(C1C(C1=C(C=CC=C1F)F)=O)Cl)Cl)C)=O.C(C)(C)N1CCN(CC1)C1=C(C=NC=C1)[N+](=O)[O-]